2,2-dimethylcyclobutane CC1(CCC1)C